(S,Z)-1-((4-(2-chloro-3-fluorophenyl)-6-(trifluoromethyl)pyridin-3-yl)sulfonyl)-4-fluoro-N-(4-(methylsulfonyl)but-3-en-2-yl)piperidine-4-carboxamide ClC1=C(C=CC=C1F)C1=C(C=NC(=C1)C(F)(F)F)S(=O)(=O)N1CCC(CC1)(C(=O)N[C@@H](C)\C=C/S(=O)(=O)C)F